4-[2-[5-[4-(1-cyanocyclopropyl)phenyl]-3-ethylsulfanyl-2-pyridyl]hydrazino]-6-(1,1,2,2,2-pentafluoroethyl)pyridine-3-carboxylic acid C(#N)C1(CC1)C1=CC=C(C=C1)C=1C=C(C(=NC1)NNC1=C(C=NC(=C1)C(C(F)(F)F)(F)F)C(=O)O)SCC